N-(3-chlorophenyl)methanesulfonamide ClC=1C=C(C=CC1)NS(=O)(=O)C